2-(Bis(4-methoxybenzyl)amino)-6-(4-(chloromethyl)benzyl)-4-(pentan-2-ylamino)pyrimido[4,5-d]pyridazin-5(6H)-one COC1=CC=C(CN(C=2N=C(C3=C(C=NN(C3=O)CC3=CC=C(C=C3)CCl)N2)NC(C)CCC)CC2=CC=C(C=C2)OC)C=C1